BrC1=NC(=CC=C1NC(C)C=1C=C(C=C2C(C(=C(OC12)C(C)C)C)=O)C)Cl 8-[1-[(2-bromo-6-chloro-3-pyridyl)amino]ethyl]-2-isopropyl-3,6-dimethyl-chromen-4-one